N1=C(C=C(C=C1)CCCC(=O)OC)C1=NC=CC=C1 methyl [2,2'-bipyridine]-4-butanoate